benzyl (S)-7-chloro-5-(3-(cyanomethyl) piperazin-1-yl)-3,4-dihydro-2,6-naphthyridine-2(1H)-carboxylate ClC1=NC(=C2CCN(CC2=C1)C(=O)OCC1=CC=CC=C1)N1C[C@@H](NCC1)CC#N